6-amino-5-methylpyrazolo[1,5-a]pyridine-7-carboxylic acid ethyl ester C(C)OC(=O)C1=C(C(=CC=2N1N=CC2)C)N